C1N(C[C@@H]2[C@H]1CNC2)C(=O)OC(C)(C)C tert-butyl (cis)-hexahydropyrrolo[3,4-c]pyrrole-2(1H)-carboxylate